5-methyl-4-(3-piperazin-1-ylphenyl)-5,7-dihydropyrrolo[2,3-d]pyrimidin-6-one dihydrochloride Cl.Cl.CC1C(NC=2N=CN=C(C21)C2=CC(=CC=C2)N2CCNCC2)=O